3-ethyl-2,4-dioxo-1,2,3,4-tetrahydroquinazoline-7-carboxylic acid C(C)N1C(NC2=CC(=CC=C2C1=O)C(=O)O)=O